ethyl 4-amino-3-(tert-butoxycarbonylamino)-cyclohexanecarboxylate NC1C(CC(CC1)C(=O)OCC)NC(=O)OC(C)(C)C